CNCCOCC=1N=CN(C1)C N-methyl-2-[(1-methylimidazol-4-yl)methoxy]ethanamine